5-chloro-1-(pyridin-2-yl)-1H-indole ClC=1C=C2C=CN(C2=CC1)C1=NC=CC=C1